1-methyl-2,3-dihydroindole CN1CCC2=CC=CC=C12